BrC=1C=C(C=CC1)[C@H]1OC1 (R)-(3-bromophenyl)-oxirane